N1C(=CC2=CC=CC=C12)C=1C=CC=C(C1C(=O)[O-])C(=O)[O-] indolphthalate